O=C(C(CCC(=O)OCC)C(=O)OCC)C(=O)OCC triethyl 1-oxobutane-1,2,4-tricarboxylate